C(C)(C)(C)OC(=O)C1=CC2=CNC=C2C=C1 isoindole-5-carboxylic acid tert-butyl ester